ClC=1C(=NC(=NC1C)N1CCC(CC1)C1CN(CCC1)C(C(=O)O)C)N[C@H](C)C1=C(C=C(C=C1)Cl)Cl 2-(1'-(5-Chloro-4-(((R)-1-(2,4-dichlorophenyl)ethyl)amino)-6-methylpyrimidin-2-yl)-[3,4'-bipiperidin]-1-yl)propionic acid